CC1(CCC(CC1)N(C)CC1=CC(=C(C(=C1)O)N1CC(NS1(=O)=O)=O)F)C 5-[4-[[(4,4-dimethylcyclohexyl)-methyl-amino]methyl]-2-fluoro-6-hydroxy-phenyl]-1,1-dioxo-1,2,5-thiadiazolidin-3-one